ClC1=CC(=C2C(=N1)C(=C(S2)C[C@@H](N)C(=O)NC2=CC=NC=C2)C)NCC=2OC=CC2 3-(5-chloro-7-([(furan-2-yl)methyl]amino)-3-methylthieno[3,2-b]pyridin-2-yl)-N-pyridin-4-yl-D-alaninamide